FC=1C=C(C(=O)NC2=CC(=C(C=C2)C=2CCNCC2)C)C=CC1C=1CCNCC1 3-fluoro-N-[3-methyl-4-(1,2,3,6-tetrahydro-pyridin-4-yl)-phenyl]-4-(1,2,3,6-tetrahydro-pyridin-4-yl)-benzamide